2-[[13-chloro-8-(2,6-difluorophenyl)-5-methyl-11-(trifluoromethyl)-3,4,7,9,12-pentazatricyclo[8.4.0.02,6]tetradeca-1(10),2(6),4,7,11,13-hexaen-3-yl]methoxy]ethyl-trimethyl-silane ClC=1N=C(C=2NC(=NC=3C(=NN(C3C2C1)COCC[Si](C)(C)C)C)C1=C(C=CC=C1F)F)C(F)(F)F